4,6-diamino-2-phenylindole dihydrochloride Cl.Cl.NC1=C2C=C(NC2=CC(=C1)N)C1=CC=CC=C1